COC1=CC=C(COCC2=C(C=CC(=C2)C)C(C(C(=O)[O-])C)C=2SC(=CC2)C2(OCCO2)C)C=C1 3-{([(4-methoxybenzyl)oxy]methyl)-4-methylphenyl}-2-methyl-3-[5-(2-methyl-1,3-dioxolan-2-yl)thiophen-2-yl]propanoate